(2S,3S)-3-azidopentan-2-ol N(=[N+]=[N-])[C@H]([C@H](C)O)CC